C1(CCCCC1)C(C)OC(\C=C\C)=O (E)-but-2-enoic acid 1-cyclohexylethyl ester